2-(2-cyano-6-methoxyphenyl)acetic acid C(#N)C1=C(C(=CC=C1)OC)CC(=O)O